BrCC1=CC=C(C(N1C1=CC=C(C=C1)F)=O)C(=O)O 6-(bromomethyl)-1-(4-fluorophenyl)-2-oxo-1,2-dihydropyridine-3-carboxylic acid